5-[3-(methoxymethoxy)-4-(4,4,5-trimethyl-1,3,2-dioxaborolan-2-yl)phenyl]-2-methyl-1,3-thiazole COCOC=1C=C(C=CC1B1OC(C(O1)(C)C)C)C1=CN=C(S1)C